ClC1=CC=C2C(=N1)N=C(O2)N2CCN(CC2)C(=O)C2=CC=C(C=C2)C=2OC(=NN2)C(CF)(C)C [4-(5-chlorooxazolo[4,5-b]pyridin-2-yl)piperazin-1-yl]-[4-[5-(2-fluoro-1,1-dimethylethyl)-1,3,4-oxadiazol-2-yl]phenyl]methanone